methyl (1S,4S)-4-(2,5-dimethyl-1H-pyrrol-1-yl)-1-isopropylcyclopent-2-ene-1-carboxylate CC=1N(C(=CC1)C)[C@@H]1C=C[C@@](C1)(C(=O)OC)C(C)C